C(C)(C)(C)C=1C=C(N(N1)C1=CC(=C(C=C1)C)C)NC(OCC(Cl)(Cl)Cl)=O 2,2,2-trichloroethyl N-[5-tert-butyl-2-(3,4-dimethylphenyl)pyrazol-3-yl]carbamate